1-[4-(4-chloro-5-fluoro-1H-indole-2-carbonyl)piperazin-1-yl]-2-(dimethylamino)ethanone ClC1=C2C=C(NC2=CC=C1F)C(=O)N1CCN(CC1)C(CN(C)C)=O